[N+](=O)([O-])[O-].[Bi+3].[N+](=O)([O-])[O-].[N+](=O)([O-])[O-] bismuth(III) nitrate